N-(1-(3-aminophenyl)piperidin-4-yl)-4-((8-ethoxy-7-(1H-pyrazol-4-yl)-[1,2,4]triazolo[1,5-a]pyridin-2-yl)amino)-3-methylbenzenesulfonamide NC=1C=C(C=CC1)N1CCC(CC1)NS(=O)(=O)C1=CC(=C(C=C1)NC1=NN2C(C(=C(C=C2)C=2C=NNC2)OCC)=N1)C